CN1C(SC(=C1C)C)C(=O)[O-] 3,4,5-trimethylthiazole-2-carboxylate